ClC1=NC=C(C(=N1)C)C(C)N1N=CC(=C1)[N+](=O)[O-] 2-chloro-4-methyl-5-(1-(4-nitro-1H-pyrazol-1-yl)ethyl)pyrimidine